BrC1=C(C=C(C(=O)N2CC=3NC(NC(C3CC2C)=O)=S)C=C1)C(F)(F)F 7-(4-bromo-3-(trifluoromethyl)benzoyl)-6-methyl-4-oxo-2-thioxo-1,4,5,6,7,8-hexahydropyrido[3,4-d]pyrimidin